CN1C(=C(C(C(=C1C)C(=O)N)=O)C(=O)N)C 1,2,6-trimethyl-4-oxopyridine-3,5-dicarboxamide